CC(CCCC\C=C/CCCCCCCO)CC (Z)-14-methyl-8-hexadecen-1-ol